{3-methyl-4-[(1-methyl-1,3-benzodiazol-5-yl)oxy]phenyl}-6-[(3S)-pyrrolidin-3-yloxy]pyrido[3,2-d]pyrimidin-4-amine CC=1C=C(C=CC1OC1=CC2=C(N(C=N2)C)C=C1)C=1N=C(C2=C(N1)C=CC(=N2)O[C@@H]2CNCC2)N